2-(tert-butoxycarbonyl)-10-methyl-11-oxo-2,3,4,7,8,9,10,11-octahydro-1H-pyrido[4',3':3,4]pyrazolo[1,5-a][1,4]diazepine-8-carboxylic acid C(C)(C)(C)OC(=O)N1CC=2C(=NN3C2C(N(CC(C3)C(=O)O)C)=O)CC1